NC1=C(NON1O)C(=O)Cl 4-amino-N'-hydroxy-1,2,5-oxadiazole-3-carboxylic acid chloride